3,6-dichloro-N-phenyl-1,2,4-triazin-5-amine ClC=1N=NC(=C(N1)NC1=CC=CC=C1)Cl